ClC1=C(C=C(C(=C1)F)OC)C=NCC(OC)OC 1-(2-chloro-4-fluoro-5-methoxyphenyl)-N-(2,2-dimethoxyethyl)methanimine